BrC1=CC=C2C(=NC(=NC2=C1)Cl)N[C@@H](C[C@@H]1CC[C@H](CC1)C1=CC=NC2=CC=C(C=C12)F)C 7-bromo-2-chloro-N-((R)-1-((trans)-4-(6-fluoroquinolin-4-yl)cyclohexyl)propan-2-yl)quinazolin-4-amine